isopropyl-isourea C(C)(C)NC(O)=N